C(C1=CC=CC=C1)(C1=CC=CC=C1)NCCN benzhydryl-1,2-ethylenediamine